C(CCCCCCCCC)[C@@H]1[C@H](C(N([C@H](C(N[C@H](C(N[C@H](C(N[C@H](C(NCC(O1)=O)=O)CO)=O)CO)=O)[C@H](CC)C)=O)CC(C)C)C)=O)C (6S,9S,12S,15S,18R,19R)-19-decyl-6,9-bis(hydroxymethyl)-15-isobutyl-16,18-dimethyl-12-[(1S)-1-methylpropyl]-1-oxa-4,7,10,13,16-pentazacyclononadecane-2,5,8,11,14,17-hexone